bromo-3-methoxy-5-methylbenzene BrC1=CC(=CC(=C1)C)OC